4-ethynyl-4-(4-(trifluoromethyl)phenoxy)tetrahydro-2H-pyran C(#C)C1(CCOCC1)OC1=CC=C(C=C1)C(F)(F)F